tert-Butyl 5-(2,6-difluoro-4-formylphenyl)-3-(4-(4-methylpiperazin-1-yl)benzamido)-1H-pyrazolo[3,4-c]pyridine-1-carboxylate FC1=C(C(=CC(=C1)C=O)F)C=1C=C2C(=CN1)N(N=C2NC(C2=CC=C(C=C2)N2CCN(CC2)C)=O)C(=O)OC(C)(C)C